tetrahydro-2H-pyran-4-yl (1R,3s,5S)-3-((4-chloro-6-((5-methyl-1H-pyrazol-3-yl)amino)pyrimidin-2-yl)(methyl)amino)-9-azabicyclo[3.3.1]nonane-9-carboxylate ClC1=NC(=NC(=C1)NC1=NNC(=C1)C)N(C1C[C@H]2CCC[C@@H](C1)N2C(=O)OC2CCOCC2)C